2-(4-fluoro-phenyl)-2H-benzotriazole-5-ylamine FC1=CC=C(C=C1)N1N=C2C(=N1)C=CC(=C2)N